N-α-(9-fluorenylmethoxycarbonyl)-N-ε-[1-(4,4-dimethyl-2,6-dioxocyclohexylidene)ethyl]-L-lysine CC(=NCCCC[C@@H](C(=O)O)NC(=O)OCC1C2=CC=CC=C2C3=CC=CC=C13)C4=C(CC(CC4=O)(C)C)O